lithium bistetrafluorophosphoninide salt FC=1C(=C(C(=[C-]PC=CC1)F)F)F.FC=1C(=C(C(=[C-]PC=CC1)F)F)F.[Li+].[Li+]